C1=CC=CC=2C3=CC=CC=C3C(C12)N[C@H]([C@@H](CNCC1=CC(=CC=C1)C(F)(F)F)O)CC1=CC=CC=C1 (2R,3S)-3-((9H-fluoren-9-yl)amino)-4-phenyl-1-((3-(trifluoromethyl)benzyl)amino)-butan-2-ol